C1=CC(=CC=C1C(C2=CC=C(C=C2)OC#N)(C(F)(F)F)C(F)(F)F)OC#N hexafluorobisphenol a dicyanate